CC1(OB(OC1(C)C)C=1C=C2C=C(N=CC2=CC1)CNC(OC(C)(C)C)=O)C tert-butyl ((6-(4,4,5,5-tetramethyl-1,3,2-dioxaborolan-2-yl)isoquinolin-3-yl)methyl)carbamate